5-(3-(1-hydroxyethyl)piperazin-1-yl)-2,3-dihydro-1,4-benzodioxine OC(C)C1CN(CCN1)C1=CC=CC=2OCCOC21